OC1=C(C=O)C=CC(=C1OC)O 2,4-Dihydroxy-3-methoxy-benzaldehyde